CC(\C(\C)=N\OCC(=O)O)(CC1=CC=CC=C1)C (E)-2-(((3,3-dimethyl-4-phenylbutan-2-ylidene)amino)oxy)acetic acid